rac-6-(1-Isopropyl-1H-pyrazol-3-yl)-N-((1R,3S)-3-methoxycyclopentyl)-5-methyl-2-(pyridin-2-yl)thieno[2,3-d]pyrimidin-4-amine C(C)(C)N1N=C(C=C1)C1=C(C2=C(N=C(N=C2N[C@H]2C[C@H](CC2)OC)C2=NC=CC=C2)S1)C |r|